FC1=C(C=C(C=C1)F)[C@H]1CCCN1 (R)-5-(2,5-difluorophenyl)pyrrolidine